1-(3-bromo-1-(tetrahydro-2H-pyran-2-yl)-1H-1,2,4-triazol-5-yl)-3-((tert-butyldimethylsilyl)oxy)-3-(2,3,5-trifluorophenyl)propan-1-ol BrC1=NN(C(=N1)C(CC(C1=C(C(=CC(=C1)F)F)F)O[Si](C)(C)C(C)(C)C)O)C1OCCCC1